P(=O)(O[C@@H](C=C)[C@H]1O[C@H](C[C@@H]1O)N1C(NC(C(=C1)F)=O)=O)(O)O (S)-1-((2S,3S,5R)-5-(5-fluoro-2,4-dioxo-3,4-dihydropyrimidin-1(2H)-yl)-3-hydroxytetrahydrofuran-2-yl)allyl dihydrogen phosphate